N-(4-((5-(4-hydroxyphenyl)-1H-pyrazol-3-yl)amino)phenyl)acetamide OC1=CC=C(C=C1)C1=CC(=NN1)NC1=CC=C(C=C1)NC(C)=O